ClC1=C(OCC(=O)O)C=C(C(=C1)Cl)Cl anti-(2,4,5-trichlorophenoxyacetic acid)